The molecule is an (omega-1)-hydroxy fatty acid that is (14R)-14-hydroxypentadecanoic acid in which the 3-pro-R hydrogen is replaced by a hydroxy group. It is an (omega-1)-hydroxy fatty acid, a 3-hydroxy carboxylic acid, a dihydroxy monocarboxylic acid and a long-chain fatty acid. It derives from a (14R)-14-hydroxypentadecanoic acid. C[C@H](CCCCCCCCCC[C@H](CC(=O)O)O)O